7-Chloro-5-[(1R)-1-(pyridin-2-yl)ethoxy]imidazo[1,2-a]pyridine ClC1=CC=2N(C(=C1)O[C@H](C)C1=NC=CC=C1)C=CN2